FC1=C(C=CC=2N(N=NC21)C)C(CC(=O)O)C=2C=C1CCCC1=C(C2)CN2S(C1=C(O[C@@H](C2)C)C=CC=C1)(=O)=O 3-(4-Fluoro-1-methyl-1H-benzotriazol-5-yl)-3-(7-{[(4R)-4-methyl-1,1-dioxido-3,4-dihydro-2H-5,1,2-benzoxathiazepin-2-yl]methyl}-2,3-dihydro-1H-inden-5-yl)propanoic acid